ClC1=CC=C(CNC(CCC2=NC=3C(=NC=CC3)N2CC2=CC=C(C=C2)OC(F)(F)F)=O)C=C1 N-(4-Chloro-benzyl)-3-[3-(4-trifluoromethoxy-benzyl)-3H-imidazo[4,5-b]pyridin-2-yl]-propionamide